3-oxo-3-(((tetrahydro-2H-pyran-2-yl)oxy)amino)prop-1-ene O=C(C=C)NOC1OCCCC1